C(#C)C1=NN(C2=CC=C(C=C12)C1=C(N(N=C1)C)O[C@H](CCOC1=C(C(=NN1C)CO)I)C)C1OCCCC1 [5-[(3S)-3-[4-(3-ethynyl-1-tetrahydropyran-2-yl-indazol-5-yl)-2-methyl-pyrazol-3-yl]oxybutoxy]-4-iodo-1-methyl-pyrazol-3-yl]methanol